(2-(2,5-dimethoxyphenyl)thiazole-5-yl)methanol COC1=C(C=C(C=C1)OC)C=1SC(=CN1)CO